N-((7-((5-((3S,4S)-4-amino-3-methyl-2-oxa-8-azaspiro[4.5]decan-8-yl)-6-(hydroxymethyl)-3-methylpyrazin-2-yl)thio)-8-chloroimidazo[1,2-a]pyridin-2-yl)methyl)acetamide hydrochloride Cl.N[C@@H]1[C@@H](OCC12CCN(CC2)C=2N=C(C(=NC2CO)SC2=C(C=1N(C=C2)C=C(N1)CNC(C)=O)Cl)C)C